tert-butyl (1'R,5'S)-1-((4-(difluoromethoxy)phenyl)sulfonyl)-8'-azaspiro[azetidine-3,3'-bicyclo[3.2.1]octane]-8'-carboxylate FC(OC1=CC=C(C=C1)S(=O)(=O)N1CC2(C[C@H]3CC[C@@H](C2)N3C(=O)OC(C)(C)C)C1)F